C1(=CC=CC=C1)C1=C2C=CC=CC2=C(C2=CC=CC=C12)C=1C=C(C=CC1)C1=NC=NC=N1 (3-(10-phenylanthracen-9-yl)phenyl)-1,3,5-triazine